C(C)C1(C(=O)OCC1)CC α,α-diethyl-γ-butyrolactone